CC=1CS(CC1)(=O)=O 2,5-Dihydro-3-methylthiophene-1,1-dioxide